C(CCC)C1=CC(=NN1)N1CCN(CC1)C(=O)OC(C)(C)C tertbutyl 4-(5-butyl-1H-pyrazol-3-yl)piperazine-1-carboxylate